3-(4-(5-cyclopropoxy-3-(hydroxymethyl)pyridin-2-yl)phenyl)-N-(4-fluorophenyl)oxetan-3-carboxamide C1(CC1)OC=1C=C(C(=NC1)C1=CC=C(C=C1)C1(COC1)C(=O)NC1=CC=C(C=C1)F)CO